NC1=NC(=NC(=N1)N)CCOC(C(=C)C)=O 2,4-Diamino-6-methacryloyloxyethyl-1,3,5-triazin